C1(CCC(CC1)C(=O)OCC)C(=O)OCC diethyl 1,4-cyclohexanedioate